N-(azetidin-3-ylmethyl)-4-[2-methyl-4-[[3-[3-(trifluoromethyl)-1H-pyrazol-4-yl]imidazo[1,2-a]pyrazin-8-yl]amino]benzoyl]piperazine-1-carboxamide N1CC(C1)CNC(=O)N1CCN(CC1)C(C1=C(C=C(C=C1)NC=1C=2N(C=CN1)C(=CN2)C=2C(=NNC2)C(F)(F)F)C)=O